C(C1=CC=CC=C1)N1CCC(CC1)NC(CCC1=NN=C2N1N=C(C=C2)N2CCCCC2)=O N-(1-Benzylpiperidin-4-yl)-3-[6-(piperidin-1-yl)-[1,2,4]triazolo[4,3-b]pyridazin-3-yl]propanamide